(4-(2-(3,4-dimethoxyphenyl)-3-ethyl-1H-indol-5-yl)piperidin-1-yl)(pyridin-4-yl)methanone COC=1C=C(C=CC1OC)C=1NC2=CC=C(C=C2C1CC)C1CCN(CC1)C(=O)C1=CC=NC=C1